pentyl α-trimethoxysilylpropionate CO[Si](C(C(=O)OCCCCC)C)(OC)OC